1,5-diformylaminoanthraquinone C(=O)NC1=CC=CC=2C(C3=C(C=CC=C3C(C12)=O)NC=O)=O